CN(C(/C=C/C=1C(=CC2=C(NC(=N2)C2=CC=C(C(=O)NO)C=C2)C1)N1CCN(CC1)C)=O)C (E)-4-(6-(3-(dimethylamino)-3-oxoprop-1-en-1-yl)-5-(4-methylpiperazin-1-yl)-1H-benzimidazol-2-yl)-N-hydroxybenzoamide